ClC1=CC=C(C=C1)C1=CC=2C3=C(C=NC2C=C1)N(C(N3C3=CC=C(C(=O)NC1CC1)C=C3)=N)C 4-(8-(4-Chlorophenyl)-2-imino-3-methyl-2,3-dihydro-1H-imidazo[4,5-c]quinolin-1-yl)-N-cyclopropylbenzamide